O=C1NC(CCC1N1C(C2=CC=C(C(=C2C1)NC)CNC(OC(C)(C)C)=O)=O)=O tert-butyl ((2-(2,6-dioxopiperidin-3-yl)-4-(methylamino)-1-oxoisoindolin-5-yl)methyl)carbamate